C(#N)C1CCC2=CC=3CCCC3C(=C12)NC(=O)N=S(=O)(N)C=1C=NN2C1OCCC2 N'-((3-cyano-1,2,3,5,6,7-hexahydro-s-indacen-4-yl)carbamoyl)-6,7-dihydro-5H-pyrazolo[5,1-b][1,3]oxazine-3-sulfonimidamide